C(C)S(=O)(=NCC=1N=C2N(C=CC(=C2)C2=NOC(=N2)C(F)(F)F)C1)C ethyl(methyl)(((7-(5-(trifluoromethyl)-1,2,4-oxadiazol-3-yl)imidazo[1,2-a]pyridin-2-yl)methyl)imino)-λ6-sulfanone